(RS)-1-(7,8-dihydrobenzofuro[4,5-d]thiazol-2-yl)-5-[3-(dimethylamino)prop-1-yn-1-yl]imidazolidin-2-one N1=C(SC2=C1C=1CCOC1C=C2)N2C(NC[C@H]2C#CCN(C)C)=O |r|